C(C)(C)(C)OC(=O)N1CCC(CC1)CN1[C@H](CN(CC1)C1=NC=NC(=C1)C1=NNC2=CC=C(C=C12)OC1(CC1)C)C 4-[[(2S)-2-methyl-4-[6-[5-(1-methylcyclopropoxy)-1H-indazol-3-yl]pyrimidin-4-yl]piperazin-1-yl]methyl]piperidine-1-carboxylic acid tert-butyl ester